COC1=CC=C(C=C1)C=1C(=NC=NC1C=1C=NN(C1)CC=1C=NC(=CC1)C(F)(F)F)N 5-(p-methoxyphenyl)-6-(1-{[6-(trifluoromethyl)-3-pyridinyl]methyl}-1H-pyrazol-4-yl)-4-pyrimidinylamine